methyl 4-methoxy-1H-pyrazolo[4,3-c]pyridine-7-carboxylate COC1=NC=C(C2=C1C=NN2)C(=O)OC